(S)-N-(8-fluoro-7-(trifluoromethyl)-2,3-dihydro-4H-thiopyrano[3,2-c]pyridin-4-ylidene)-2-methylpropane-2-sulfinamide FC=1C2=C(C=NC1C(F)(F)F)C(CCS2)=N[S@@](=O)C(C)(C)C